C(C1=CC=CC=C1)OC1=NC(=NC=C1)O[C@H](CN1N=NN=C1)C 4-(benzyloxy)-2-{[(2S)-1-(1H-tetrazol-1-yl)propan-2-yl]oxy}pyrimidine